2-Amino-N-{1-[8-chloro-5-(2,2-dimethylpyrrolidin-1-yl)imidazo[1,5-a]pyridin-6-yl]ethyl}pyrazolo[1,5-a]pyrimidine-3-carboxamide NC1=NN2C(N=CC=C2)=C1C(=O)NC(C)C=1C=C(C=2N(C1N1C(CCC1)(C)C)C=NC2)Cl